C(CCCCCCCCC)(=O)OCCCCBr 4-bromobutyl n-decanoate